C(C)N1CCN(CC1)C1=C(C=C(C=C1F)NC=1N=C(C2=C(N1)C=CS2)N2N=CCC2C2=CC=CC=C2)F N-(4-(4-ethylpiperazin-1-yl)-3,5-difluorophenyl)-4-(5-phenyl-4,5-dihydro-1H-pyrazol-1-yl)thieno[3,2-d]pyrimidin-2-amine